C[Si]1(CN([C@@H](C1)C(=O)OC)C(CNC(=O)C=1C=CC=2SC3=CC=CC=C3OC2C1)=O)C Methyl (R)-3,3-dimethyl-1-((phenoxathiine-3-carbonyl)glycyl)-1,3-azasilolidine-5-carboxylate